C(C)(C)(C)OC(=O)NC=1C=C(C=2N(C1)N=C(C2C(=O)O)C2=CC=CC=C2)F 6-[(tert-butoxycarbonyl)amino]-4-fluoro-2-phenylpyrazolo[1,5-a]pyridine-3-carboxylic acid